4-amino-pyrrolo[2,3-d]Pyrimidine NC1=C2C(NC=N1)=NC=C2